methyl β-nonadecylaminopropionate C(CCCCCCCCCCCCCCCCCC)NCCC(=O)OC